The molecule is a dibenzoazepine that is 5H-dibenzo[b,f]azepine, reduced across the C-10,11 positions and carrying a carbamoyl substituent at the azepine nitrogen and a hydroxy function at C-10. A voltage-gated sodium channel blocker with anticonvulsant and mood-stabilizing effects, it is related to oxcarbazepine and is an active metabolite of oxcarbazepine. It has a role as a sodium channel blocker, an anticonvulsant and a drug allergen. It is a carboxamide, a dibenzoazepine and a member of ureas. It derives from a carbamazepine. C1C(C2=CC=CC=C2N(C3=CC=CC=C31)C(=O)N)O